ClC=1C=NC=C(C1)Cl 3-chloro-5-chloropyridin